N-((1R,2S)-2-fluorocyclopropyl)-5-((2-methoxypyridin-3-yl)amino)-7-((3-morpholinopropyl)amino)pyrazolo[1,5-a]pyrimidine-3-carboxamide F[C@@H]1[C@@H](C1)NC(=O)C=1C=NN2C1N=C(C=C2NCCCN2CCOCC2)NC=2C(=NC=CC2)OC